Cl.CC1(OC2=C(CNC1)C=C(C=C2)C)C 2,2,7-trimethyl-2,3,4,5-tetrahydrobenzo[f][1,4]oxazepine, hydrochloride